5-(3-(4-ethylphenyl)acryloyl)-4-methylthiophene C(C)C1=CC=C(C=C1)C=CC(=O)C1=C(C=CS1)C